ClC=1C(=C(C=CC1)NCC(=O)N1[C@H]2CC([C@@H]([C@@H]1C(=O)N[C@H](C[C@H]1C(NCC1)=O)\C=C(/S(=O)(=O)C)\F)CC2)(F)F)C (1R,3R,4R)-2-((3-chloro-2-methylphenyl)glycyl)-5,5-difluoro-N-((R,Z)-4-fluoro-4-(methylsulfonyl)-1-((S)-2-oxopyrrolidin-3-yl)but-3-en-2-yl)-2-azabicyclo[2.2.2]octane-3-carboxamide